4-methyl-5-((2R,6S)-6-methyl-4-((1-(3-methylpyridin-4-yl)-1H-imidazol-4-yl)methyl)piperazin-2-yl)isobenzofuran-1(3H)-one CC1=C2COC(C2=CC=C1[C@H]1N[C@H](CN(C1)CC=1N=CN(C1)C1=C(C=NC=C1)C)C)=O